FC1=C(C=CC(=C1)C(F)(F)F)CN1CCC2(CN(C2)C(=O)N2C[C@H](CC2)C(=O)N)CC1 (3S)-1-[7-[[2-fluoro-4-(trifluoromethyl)phenyl]methyl]-2,7-diazaspiro[3.5]nonane-2-carbonyl]pyrrolidine-3-carboxamide